NC1=CC=C2C(CN(C2=C1)C(C)=O)(C)C 1-(6-amino-3,3-dimethyl-2H-indol-1-yl)ethanone